2,2'-Methylene-bis-[6-(α,α-dimethylbenzyl)-4-nonyl-phenol] C(C1=C(C(=CC(=C1)CCCCCCCCC)C(C1=CC=CC=C1)(C)C)O)C1=C(C(=CC(=C1)CCCCCCCCC)C(C1=CC=CC=C1)(C)C)O